C(C)(C)(CC)N[Ta](N(CC)C)(N(CC)C)N(C)CC tert-amylaminotri(ethylmethylamino)tantalum